CN1CCN(CC1)C(C)(C#C)C 1-methyl-4-(2-methylbut-3-yn-2-yl)piperazine